2-methoxyperfluoro-3-octene COC(C(F)(F)F)(C(=C(C(C(C(C(F)(F)F)(F)F)(F)F)(F)F)F)F)F